ClC=1SC(=CN1)[C@@H](CSC1=NC(=C(C(N1C)=O)C1=CC=CC=C1)O)O 2-[(2R)-2-(2-chlorothiazol-5-yl)-2-hydroxyethyl]sulfanyl-6-hydroxy-3-methyl-5-phenylpyrimidin-4-one